furo-[3',4':3,4]naphtho[1,2-b]pyran O1C2C(=CC=C1)C=1C(C3=CC=CC=C32)=COC1